C1(=CC=CC=C1)S(=O)(=O)NC1=CC=C(C=C1)/C=C/[C@@H](CCOC1=C(C=CC=C1)CCC(=O)O)O 3-[2-[(E,3R)-5-[4-(benzenesulfonylamino)phenyl]-3-hydroxypent-4-enoxy]phenyl]propanoic acid